BrCCOC1=CC(=C(N)C(=C1)C(F)(F)F)[N+](=O)[O-] 4-(2-bromoethoxy)-2-nitro-6-(trifluoromethyl)aniline